C(CCCCCCCCCCCC)C1=C(C(C(=O)O)=CC=C1C(=O)O)C(=O)O Tridecyl-trimellitic acid